4-fluoro-6-[2-(tetrazol-2-yl)ethoxy]indane-2-carbaldehyde FC1=C2CC(CC2=CC(=C1)OCCN1N=CN=N1)C=O